(R)-4-(piperidin-3-ylamino)-1H-pyrrolo[2,3-b]pyridine-5-carboxylic acid ethyl ester C(C)OC(=O)C=1C(=C2C(=NC1)NC=C2)N[C@H]2CNCCC2